C1NC(CC2C1=NC1=CC=CC=C21)C(=O)[O-] tetrahydro-1H-pyrido[3,4-b]indole-3-carboxylate